6-nitro-1,3-dihydroimidazo[4,5-b]pyridin-2-one [N+](=O)([O-])C=1C=C2C(=NC1)NC(N2)=O